C(C)(=O)C1=CN(C2=CC=C(C=C12)C1=CN=NC=C1)CC(=O)N1[C@@H](C[C@H](C1)F)C(=O)NCC1=CC=NC=C1 (2S,4R)-1-(2-(3-acetyl-5-(pyridazin-4-yl)-1H-indol-1-yl)acetyl)-4-fluoro-N-(pyridin-4-ylmethyl)pyrrolidine-2-carboxamide